2-n-butylmalonate C(CCC)C(C(=O)[O-])C(=O)[O-]